5-bromo-7-chloro-2-methylpyrazolo[3,4-c]pyridine BrC1=CC=2C(C(=N1)Cl)=NN(C2)C